methyl trans-4-[(2-methylimidazo[1,2-a]pyridin-6-yl)methyl]cyclohexanecarboxylate CC=1N=C2N(C=C(C=C2)C[C@@H]2CC[C@H](CC2)C(=O)OC)C1